COC([C@@H](NC([C@@H](NC(=O)OC(C)(C)C)C)=O)CSC(F)(F)F)=O N-((tert-butoxycarbonyl)-L-alanyl)-S-(trifluoromethyl)-L-cysteine methyl ester